C(C1=CC=CC=C1)N(C1C(C(CCC1)NC(OC(C)(C)C)=O)O)CC1=CC=CC=C1 tert-butyl (3-(dibenzylamino)-2-hydroxycyclohexyl)carbamate